C(C1=CC=CC=C1)(=O)[O-].[Na+].C(C1=CC=CC=C1)(=O)O benzoic acid sodium benzoate